C(#N)C=1C=NN2C1C(=CC(=C2)OCC)C=2C=CC(=NC2)N2C[C@@H]([C@H](CC2)NC(CC(C)C)=O)O N-((3S,4S)-1-(5-(3-cyano-6-ethoxypyrazolo[1,5-a]pyridin-4-yl)pyridin-2-yl)-3-hydroxypiperidin-4-yl)-3-methylbutanamide